bis(1,2,2,6,6-pentamethylpiperidin-4-yl) p-methoxybenzylidenemalonate COC1=CC=C(C=C(C(=O)OC2CC(N(C(C2)(C)C)C)(C)C)C(=O)OC2CC(N(C(C2)(C)C)C)(C)C)C=C1